[Si](C)(C)(C(C)(C)C)OCC1=NC=CC(=N1)C(=O)O 2-(((tert-butyldimethylsilyl)oxy)methyl)pyrimidine-4-carboxylic acid